OC(C)(C)C1CCC2(CC=NO2)CC1 8-(2-hydroxypropan-2-yl)-1-oxa-2-azaspiro[4.5]dec-2-en